OC1=C(C(=O)C2=CC=C(C(=O)N[C@H]3[C@@H](CNC3)NC(=O)C3=CC=NC=C3)C=C2)C=CC=C1 N-[(3R,4R)-4-[4-(2-hydroxybenzoyl)benzamido]pyrrolidin-3-yl]pyridine-4-carboxamide